(3R)-3-(3-methyl-2-oxoimidazolidin-1-yl)piperidine-1-carboxylic acid tert-butyl ester C(C)(C)(C)OC(=O)N1C[C@@H](CCC1)N1C(N(CC1)C)=O